3-(2,4-dichloropyrimidin-5-yl)-2-nitropropionic acid methyl ester COC(C(CC=1C(=NC(=NC1)Cl)Cl)[N+](=O)[O-])=O